N-(6-(N-(4-(3-chloro-4-fluorophenyl)-5-fluorothiazol-2-yl)sulfamoyl)-5-cyclopropylpyridin-3-yl)acetamide ClC=1C=C(C=CC1F)C=1N=C(SC1F)NS(=O)(=O)C1=C(C=C(C=N1)NC(C)=O)C1CC1